BrC=1C(=C(CCC2=NC(=CC(=C2)C)N2C(=CC=C2C)C)C(=CC1)F)F 2-(3-bromo-2,6-difluorophenethyl)-6-(2,5-dimethyl-1H-pyrrol-1-yl)-4-methylpyridine